6-chloro-4-[4-[(4-chlorophenyl)methyl]-4-hydroxy-1-piperidinyl]-1-methyl-2-oxo-1,5-naphthyridine-3-carbonitrile ClC=1N=C2C(=C(C(N(C2=CC1)C)=O)C#N)N1CCC(CC1)(O)CC1=CC=C(C=C1)Cl